OC(C(F)(F)O)(F)F 1,2-dihydroxy-1,1,2,2-tetrafluoroethane